OC(CCCC(CC1NCC(N1)=O)C)(C)C (+-)-2-(6-hydroxy-2,6-dimethylheptyl)imidazolidin-4-one